4-((6-chloro-4-fluoropyridin-3-yl)ethynyl)tetrahydro-2H-pyran-4-ol ClC1=CC(=C(C=N1)C#CC1(CCOCC1)O)F